4,7-Dimethylbenzofuran CC1=CC=C(C2=C1C=CO2)C